CN1N=CC2=CC=CC(=C12)S(=O)(=O)C1=CC=C(C=C1)CNC(=O)C=1C=C2C(=NC1)NN=C2 N-{[4-(1-methyl-1H-indazole-7-sulfonyl)phenyl]methyl}-1H-pyrazolo[3,4-b]pyridine-5-carboxamide